Tert-butyl 4-(3-(2-((5-(4-acetylpiperazin-1-yl)pyridin-2-yl)amino)pyrimidin-4-yl)imidazo[1,2-a]pyridin-6-yl)-3,6-dihydropyridine-1(2H)-carboxylate C(C)(=O)N1CCN(CC1)C=1C=CC(=NC1)NC1=NC=CC(=N1)C1=CN=C2N1C=C(C=C2)C=2CCN(CC2)C(=O)OC(C)(C)C